5-amino-8-(2,6-dimethyl-1-oxo-pyridin-1-ium-4-yl)-2-[(5-fluoro-2-pyridinyl)methyl]-7-phenyl-[1,2,4]triazolo[4,3-c]pyrimidin-3-one NC1=NC(=C(C=2N1C(N(N2)CC2=NC=C(C=C2)F)=O)C2=CC([N+](C(=C2)C)=O)C)C2=CC=CC=C2